CN(C(=O)C1(CC1)NC(=O)C1=CC2=C(N=CN2)C=C1)C benzimidazole-5-carboxylic acid (1-dimethylcarbamoyl-cyclopropyl)-amide